N1C=C(C=2C1=NC=CC2)C=2SC=C(N2)C=2C=C(C=CC2)[C@](C)(O)C=2SC=CN2 (S)-1-(3-(2-(1H-pyrrolo[2,3-b]pyridin-3-yl)thiazol-4-yl)phenyl)-1-(thiazol-2-yl)ethan-1-Ol